3-(3-chlorobicyclo[1.1.1]pent-1-yl)-1-(2-methoxypyrimidin-5-yl)-1-((5-(trifluoromethyl)-1H-pyrazol-3-yl)methyl)urea ClC12CC(C1)(C2)NC(N(CC2=NNC(=C2)C(F)(F)F)C=2C=NC(=NC2)OC)=O